CC(C)(C#C)NC1=C(C=CC=C1)[N+](=O)[O-] (2-methylbut-3-yn-2-yl)-2-nitroaniline